4,4'-di(tertiary butyl)bipyridine C(C)(C)(C)C1=CC(=NC=C1)C1=NC=CC(=C1)C(C)(C)C